3-(((3-acetyl-8-bromo-5-chloro-4-oxo-1,4-dihydroquinolin-2-yl)thio)methyl)benzonitrile C(C)(=O)C1=C(NC2=C(C=CC(=C2C1=O)Cl)Br)SCC=1C=C(C#N)C=CC1